ClC1=CC(=C(C=C1)[C@H](CC1=NC(=NC(=N1)N[C@@H](CO)CC(C)C)NS(=O)(=O)C)C)F N-(4-((S)-2-(4-chloro-2-fluorophenyl)propyl)-6-(((R)-1-hydroxy-4-methylpent-2-yl)amino)-1,3,5-triazin-2-yl)methanesulfonamide